C(N)(=O)[C@H]1N(CSC1)C(=O)OC(C)(C)C t-butyl (R)-4-carbamoylthiazolidine-3-carboxylate